DODECENYL CYANIDE C(=CCCCCCCCCCC)C#N